(R)-1-(3-(((6-Amino-5-(4-phenoxyphenyl)pyrimidin-4-yl)amino)methyl)pyrrolidin-1-yl)prop-2-yn-1-on NC1=C(C(=NC=N1)NC[C@@H]1CN(CC1)C(C#C)=O)C1=CC=C(C=C1)OC1=CC=CC=C1